2,2-difluoro-3-((1R,3R)-1-(2-fluoro-3-(2-((3-fluoropropyl)amino)ethoxy)-6-methoxyphenyl)-3-methyl-1,3,4,9-tetrahydro-2H-pyrido[3,4-b]indol-2-yl)propan-1-ol FC(CO)(CN1[C@@H](C=2NC3=CC=CC=C3C2C[C@H]1C)C1=C(C(=CC=C1OC)OCCNCCCF)F)F